C(C)(C)(C)OC(=O)N1CC(C(CC1)(O)O)(F)F 3,3-difluoro-4,4-dihydroxy-piperidine-1-carboxylic acid tert-butyl ester